2,7-dimethyl-9-phenylxanthen CC1=CC=2C(C3=CC(=CC=C3OC2C=C1)C)C1=CC=CC=C1